1-ethoxyethylacrylate C(C)OC(C)OC(C=C)=O